2-oxo-N-(phenyl(m-tolyl)methyl)-6-(trifluoromethyl)-1,2-dihydropyridine-3-carboxamide O=C1NC(=CC=C1C(=O)NC(C=1C=C(C=CC1)C)C1=CC=CC=C1)C(F)(F)F